(R)-8-(4-(bis(4-fluorophenyl)methyl)-3-methylpiperazin-1-yl)-5-methyl-6-oxo-5,6-dihydro-1,5-naphthyridine FC1=CC=C(C=C1)C(N1[C@@H](CN(CC1)C1=CC(N(C=2C=CC=NC12)C)=O)C)C1=CC=C(C=C1)F